bis(4-phenoxyphenyl)(4-hydroxyphenyl)phosphine oxide O(C1=CC=CC=C1)C1=CC=C(C=C1)P(C1=CC=C(C=C1)O)(C1=CC=C(C=C1)OC1=CC=CC=C1)=O